5-AMINOTETRAZOLE NC1=NN=NN1